tri-(isononyl)trimellitate C(CCCCCC(C)C)C=1C(=C(C(=C(C1C(=O)[O-])C(=O)[O-])CCCCCCC(C)C)C(=O)[O-])CCCCCCC(C)C